3-(4-ethynyl-2-hydroxyphenyl)-6-(((1R,2R)-2-hydroxycyclohexyl)amino)-4-methyl-1,2,4-triazin-5(4H)-one C(#C)C1=CC(=C(C=C1)C1=NN=C(C(N1C)=O)N[C@H]1[C@@H](CCCC1)O)O